C(C)(C)(C)OC(=O)N1CC2=C(CC1)N(N=C2C=2C(=NC=CC2)OC(F)F)C 3-(2-(Difluoromethoxy)pyridin-3-yl)-1-methyl-1,4,6,7-tetrahydro-5H-pyrazolo[4,3-c]pyridine-5-carboxylic acid tert-butyl ester